C1(=CC=C(C=C1)CCCC(=O)O)CCCC(=O)O 4,4'-1,4-phenylenedibutanoic acid